C(C1=CC=CC=C1)OC=1C=C(C=CC1)C1=CCC(CN(C1)S(=O)(=O)C1=CC=C(C)C=C1)O 6-(3-Benzyloxyphenyl)-1-p-toluenesulfonyl-2,3,4,7-tetrahydro-1H-azepin-3-ol